C(#N)C=1C=NN2C1C(=CC(=C2)C=2C=NN(C2)C)N(C=2C=CC(=NC2)NC(C=C)=O)C N-(5-((3-cyano-6-(1-methyl-1H-pyrazol-4-yl)pyrazolo[1,5-a]pyridin-4-yl)(methyl)amino)pyridin-2-yl)acrylamide